(4-fluoro-1-isopropyl-2-methyl-1H-benzo[d]imidazol-6-yl)-N-(6-(4-methylpiperazin-1-yl)pyridin-3-yl)-7H-pyrrolo[2,3-d]pyrimidin-2-amine FC1=CC(=CC=2N(C(=NC21)C)C(C)C)C=2C1=C(N=C(N2)NC=2C=NC(=CC2)N2CCN(CC2)C)NC=C1